2-methylindolizin CC=1C=C2C=CC=CN2C1